(E)-N-(5-((4-(1H-indol-3-yl)-5-methylpyrimidin-2-yl)amino)-2-fluoro-4-methoxyphenyl)-4-(dimethylamino)but-2-enamide N1C=C(C2=CC=CC=C12)C1=NC(=NC=C1C)NC=1C(=CC(=C(C1)NC(\C=C\CN(C)C)=O)F)OC